C(#N)C[C@H]1N(CC[C@@H](C1)N1N=NC=2C(=NC=3C(=C(C(=CC3C21)C)C=2C=CC=C1C=CC=C(C21)C#N)F)N2CC(C2)(C)N(C)C)C(C(=C)F)=O 8-(1-((2S,4S)-2-(cyanomethyl)-1-(2-fluoroacryloyl)piperidin-4-yl)-4-(3-(dimethylamino)-3-methylazetidin-1-yl)-6-fluoro-8-methyl-1H-[1,2,3]triazolo[4,5-c]quinolin-7-yl)-1-naphthonitrile